6-(1,1-dimethyl-pent-4-enylamino)-3-nitro-5-(trifluoromethyl)pyridine-2-carboxylic acid CC(CCC=C)(C)NC1=C(C=C(C(=N1)C(=O)O)[N+](=O)[O-])C(F)(F)F